1,1-divinylethylene carbonate C1(OC(CO1)(C=C)C=C)=O